4-(7H-dibenzo[c,g]carbazol-7-yl)butylamine C1=CC=CC=2C=CC=3N(C=4C=CC5=C(C4C3C21)C=CC=C5)CCCCN